2-(1-adamantyl)-N-[3-amino-2-[(2-methoxyphenyl)methyl]Indazol-6-yl]Acetamide C12(CC3CC(CC(C1)C3)C2)CC(=O)NC=2C=CC3=C(N(N=C3C2)CC2=C(C=CC=C2)OC)N